2-acetyl-1,4-dihydroxynaphthalene C(C)(=O)C1=C(C2=CC=CC=C2C(=C1)O)O